ClC=1C(=C(C(=CC1)C(F)F)C1=CN=CC(=N1)C(=O)NC=1C=NN(C1)C(C)C=1C=NC(=NC1)N1[C@@H](CC1)CN1CC(CC1)(C)O)F 6-(3-Chloro-6-(difluoromethyl)-2-fluorophenyl)-N-(1-(1-(2-((2S)-2-((3-hydroxy-3-methylpyrrolidin-1-yl)methyl)azetidin-1-yl)pyrimidin-5-yl)ethyl)-1H-pyrazol-4-yl)pyrazine-2-carboxamide